1,1,3,3-tetramethyl-butylisocyanide CC(CC(C)(C)C)(C)[N+]#[C-]